C1(=CC=CC=2C3=CC=CC=C3C=CC12)[NH3+] phenanthraminium